C[C@@H]1CN(CCN1)C1=CC=CC(=N1)C=1C=NN2C1C=CC=C2 (R)-3-(6-(3-methylpiperazin-1-yl)pyridin-2-yl)pyrazolo[1,5-a]pyridine